ClC1=NC(=CC=C1C(=O)O)N1N=C(C=C1)OCC1C(C1(C)C)(C)C 2-chloro-6-[3-[(2,2,3,3-tetramethylcyclopropyl)methoxy]pyrazol-1-yl]pyridine-3-carboxylic acid